8-bromo-2,3-diethylquinoxaline-5-carbonitrile BrC1=CC=C(C=2N=C(C(=NC12)CC)CC)C#N